Bisphthalic acid phosphate P(=O)(O)(O)O.C(C=1C(C(=O)O)=CC=CC1)(=O)O.C(C=1C(C(=O)O)=CC=CC1)(=O)O